BrC1=CC=C(C=C1)N1C(CC2=C(C=CC=C12)CC)=O 1-(4-bromophenyl)-4-ethylindolin-2-one